2,4-dimethyl-3-n-butoxycarbonyl-pyrrole CC=1NC=C(C1C(=O)OCCCC)C